NCC=1C=C(C=NC1)C1=C2CN(C(C2=CC=C1)=O)C1C(NC(CC1)=O)=O 3-(4-(5-(aminomethyl)pyridin-3-yl)-1-oxoisoindolin-2-yl)piperidine-2,6-dione